iron trislysinate N[C@@H](CCCCN)C(=O)[O-].N[C@@H](CCCCN)C(=O)[O-].N[C@@H](CCCCN)C(=O)[O-].[Fe+3]